CN(CCN(C(=O)C=1C=C(C=CC1)C=1C=C(C=CC1)[C@@H](C)NC(C1=C(C=CC(=C1)N1CCN(CC1)C)C)=O)C)C N-[(1R)-1-[3-[3-[2-(Dimethylamino)ethyl-methyl-carbamoyl]phenyl]phenyl]ethyl]-2-methyl-5-(4-methylpiperazin-1-yl)benzamide